C(CC)C=1C(C=C(C(C1)=O)CCC)=O 2,5-dipropylbenzoquinone